ClC1=CC=C(C=C1)C=1C=C2C(CCC(C2=CC1C)(C)C)(C)C 6-(4-chlorophenyl)-1,1,4,4,7-pentamethyl-1,2,3,4-tetrahydronaphthalene